3-(4-piperidinyl)-alanine N1CCC(CC1)C[C@H](N)C(=O)O